O=C1C(=C(C=NN1COCC[Si](C)(C)C)N1CC2=CC=C(C=C2C1)OC1CCN(CC1)CC(=O)OC(C)(C)C)C(F)(F)F tert-Butyl 2-[4-([2-[6-oxo-5-(trifluoromethyl)-[[2-(trimethylsilyl)ethoxy]methyl]-1,6-dihydropyridazin-4-yl]-2,3-dihydro-1H-isoindol-5-yl]oxy)piperidin-1-yl]acetate